N-((R)-((R)-1-methylpyrrolidin-3-yl)(phenyl)methyl)isoquinoline-6-carboxamide CN1C[C@@H](CC1)[C@@H](NC(=O)C=1C=C2C=CN=CC2=CC1)C1=CC=CC=C1